CC1NCCN(CC1)C1=NC=CC(=N1)NC=1C=C2C=NNC2=CC1 N-(2-(5-methyl-1,4-diazepan-1-yl)pyrimidin-4-yl)-1H-indazol-5-amine